ClC1=NC=C(C(=N1)Cl)COCC(F)F 2,4-dichloro-5-((2,2-difluoroethoxy)methyl)pyrimidine